(2S)-2-[2-[2-(5-cyclopropyl-2-methylpyrazol-3-yl)oxy-4-fluorophenyl]pyrimidin-5-yl]-2-fluoroethanamine C1(CC1)C=1C=C(N(N1)C)OC1=C(C=CC(=C1)F)C1=NC=C(C=N1)[C@@H](CN)F